5-(7-fluoro-2-methyl-2H-indazol-5-yl)-2-{6-[(3S)-3-(propan-2-yl)piperazin-1-yl]pyridazin-3-yl}pyridin-3-ol dihydrochloride Cl.Cl.FC1=CC(=CC2=CN(N=C12)C)C=1C=C(C(=NC1)C=1N=NC(=CC1)N1C[C@@H](NCC1)C(C)C)O